N,N'-dimethyldiethylenetriamine CNCCN(CCN)C